(E)-4-(1-(3-acetyl-1H-indol-1-yl)cyclopropyl)but-3-en-2-one C(C)(=O)C1=CN(C2=CC=CC=C12)C1(CC1)/C=C/C(C)=O